BrC=1C=C(CSC2=NC=3N(C(N(C(C3N2C)=O)C)=O)C)C=CC1 8-((3-bromobenzyl)thio)-1,3,7-trimethyl-1H-purine-2,6(3H,7H)-dione